5-[[[4-[2-benzyloxy-4-(trifluoromethyl)phenyl]phthalazin-1-yl]amino]methyl]pyrrolidin-2-one C(C1=CC=CC=C1)OC1=C(C=CC(=C1)C(F)(F)F)C1=NN=C(C2=CC=CC=C12)NCC1CCC(N1)=O